ClC=1C=C2C(=C(N(C2=CC1)C(=O)OC(C)(C)C)C1=CC(=C(C=C1)OC)OC)C(C)C tert-butyl 5-chloro-2-(3,4-dimethoxyphenyl)-3-isopropyl-1H-indole-1-carboxylate